Isoxazole-carboxylic acid amide O1N=C(C=C1)C(=O)N